(1s,4s)-4-(2-(cyclobutylamino)-8-(2,4,6-trifluorophenylamino)-9H-purin-9-yl)-1-methylcyclohexanecarboxamide C1(CCC1)NC1=NC=C2N=C(N(C2=N1)C1CCC(CC1)(C(=O)N)C)NC1=C(C=C(C=C1F)F)F